C(C)C(CC)(CCCCC)O 3-Ethyl-octan-3-ol